3-(4-(3-(5-Methyl-1H-pyrazol-4-yl)piperidin-1-yl)pyrimidin-2-yl)-6-(trifluoromethyl)imidazo[1,2-a]pyrazine CC1=C(C=NN1)C1CN(CCC1)C1=NC(=NC=C1)C1=CN=C2N1C=C(N=C2)C(F)(F)F